8-(prop-2-yl)pyrido[2,3-d]pyrimidin-7(8H)-one CC(C)N1C(C=CC2=C1N=CN=C2)=O